C(C1=CC=CC=C1)S(=O)(=O)C=1C=C(C=C(C1)N1CCOCC1)C=1C(=CC(=NC1)N)C(F)(F)F 5-(3-(benzylsulfonyl)-5-morpholinophenyl)-4-(trifluoromethyl)pyridin-2-amine